COCCC1CNC1 3-(2-methoxyethyl)azetidin